NC1=CC=2C(C3=CC=CC=C3C(C2C=C1)=O)=O 2-aminoanthraquinone